2-fluoro-3-methoxy-5-formylbenzonitrile FC1=C(C#N)C=C(C=C1OC)C=O